C(#N)C=1C=CC(=NC1)NCCC1OCC2(CN(C2)C(=O)OC(C)(C)C)CO1 tert-butyl 7-(2-((5-cyanopyridin-2-yl)amino)ethyl)-6,8-dioxa-2-azaspiro[3.5]nonane-2-carboxylate